O=C(CCOC[C@H](C)NC=1C(=CC=NC1)C(F)(F)F)N1C[C@H]2N(C=3N=CC(=CC3CC2)C(F)(F)F)CC1 5-(((S)-1-(3-oxo-3-((S)-3-(trifluoromethyl)-5,6,6a,7,9,10-Hexahydro-8H-pyrazino[1,2-a][1,8]naphthyridin-8-yl)propoxy)prop-2-yl)amino)-4-(trifluoromethyl)pyridin